FC(C(=O)O)(F)F.C(C)(C)C1=NN(C(C=2N1C1=C(C2)C=C(S1)C)=O)CC(=O)N[C@H]1CN(CCC1)C (R)-2-(8-isopropyl-2-methyl-5-oxothieno[3',2':4,5]pyrrolo[1,2-d][1,2,4]triazin-6(5H)-yl)-N-(1-methylpiperidin-3-yl)acetamide 2,2,2-trifluoroacetate